(3aS,5S,6aS)-5-(((tert-butyldimethylsilyl)oxy)methyl)hexahydro-2H-furo[3,2-b]pyrrole [Si](C)(C)(C(C)(C)C)OC[C@@H]1C[C@H]2[C@@H](N1)CCO2